tert-butyl 2-(2-(3-(1-(cyanomethyl)-1H-indazole-3-carboxamido)-4-(piperidin-1-yl)benzamido)-5-fluorophenyl)acetate C(#N)CN1N=C(C2=CC=CC=C12)C(=O)NC=1C=C(C(=O)NC2=C(C=C(C=C2)F)CC(=O)OC(C)(C)C)C=CC1N1CCCCC1